(2S,4R)-2-formylamino-4-(cyclopropylsulfonylamino)pyrrolidine-1-carboxylic acid tert-butyl ester C(C)(C)(C)OC(=O)N1[C@@H](C[C@H](C1)NS(=O)(=O)C1CC1)NC=O